(E)-N'-(3,5-dimethoxybenzylidene)-6-(4-ethoxyphenyl)-3-methylpyrazine-2-carbohydrazide COC=1C=C(\C=N\NC(=O)C2=NC(=CN=C2C)C2=CC=C(C=C2)OCC)C=C(C1)OC